5-(2-chlorobenzoyl)amino-3-(1-(tert-butyl)piperidin-4-yl)-1H-indole ClC1=C(C(=O)NC=2C=C3C(=CNC3=CC2)C2CCN(CC2)C(C)(C)C)C=CC=C1